(1S,3S)-3-(cyanoamino)-N-[5-(oxan-4-yl)-1,3-thiazol-2-yl]cyclopentane-1-carboxamide C(#N)N[C@@H]1C[C@H](CC1)C(=O)NC=1SC(=CN1)C1CCOCC1